COC(=O)C1=CC=NC=C1 Pyridine-4-carboxylic acid methyl ester